O1C(OCC1)C1=C(C=C(C=N1)C(C)=O)C(F)(F)F 1-(6-(1,3-dioxolan-2-yl)-5-(trifluoromethyl)pyridin-3-yl)ethanone